Pent-1-ene-1-carboxamide C(=CCCC)C(=O)N